methyl-3-(4-methylphenyl)-2-propen-1-ol CC(C=CC1=CC=C(C=C1)C)O